4'-cyclopropyl-N-((4-(1-cyclopropyl-4-(trifluoromethyl)-1H-imidazol-2-yl)cuban-1-yl)methyl)-5,6'-dimethoxy-[2,5'-bipyrimidine]-4-amine C1(CC1)C1=NC=NC(=C1C1=NC=C(C(=N1)NCC12C3C4C5(C3C1C5C24)C=2N(C=C(N2)C(F)(F)F)C2CC2)OC)OC